FC(OC1=C(OC2=CC=C(N)C=C2)C=CC=C1)F 4-(2-(difluoromethoxy)phenoxy)aniline